BrC1=CC(=C(C=C1)NC=1N(C(C=C2CCN(C(C12)=O)CCO)=O)C)F 8-((4-bromo-2-fluorophenyl)amino)-2-(2-hydroxyethyl)-7-methyl-3,4-dihydro-2,7-naphthyridine-1,6(2h,7h)-dione